(S)-3-(4-nitrophenyl)butyraldehyde [N+](=O)([O-])C1=CC=C(C=C1)[C@H](CC=O)C